OC1=C(C=C(C=C2C(OC(OC2=O)C2=CC=CC=C2)=O)C=C1OC)OC 5-(4-hydroxy-3,5-dimethoxybenzylidene)-2-phenyl-1,3-dioxane-4,6-dione